2-(2-chloro-4-(1H-pyrazol-4-yl)phenyl)-5-(2-methyl-2,7-diazaspiro[4.5]decan-7-yl)-1,3,4-thiadiazole ClC1=C(C=CC(=C1)C=1C=NNC1)C=1SC(=NN1)N1CC2(CCN(C2)C)CCC1